C(C1=CC=CC=C1)N1C=NC=C1CN1CCC(CC1)SCC1=NC2=C(C=CC=C2C(N1)=O)C 2-(((1-((1-Benzyl-1H-imidazol-5-yl)methyl)piperidin-4-yl)thio)methyl)-8-methylquinazolin-4(3H)-one